[5-(trifluoromethyl)-3-thienyl]ethanol FC(C1=CC(=CS1)C(C)O)(F)F